C(C1=CC=CC=C1)OC1(CC1)C(=O)O 1-(benzyloxy)cyclopropanecarboxylic acid